ethylphthalimidomalonate C(C)C(C(=O)[O-])(C(=O)[O-])N1C(C=2C(C1=O)=CC=CC2)=O